N[C@H](CO)CN1N=CC=C1C1=NC=C(C=C1)OC1=NC=C(C=C1F)Cl (S)-2-amino-3-(5-(5-((5-chloro-3-fluoropyridin-2-yl)oxy)pyridin-2-yl)-1H-pyrazol-1-yl)propan-1-ol